C(C)NC(=O)C1=NOC(=C1C1=CC=C(C=C1)CN1CCOCC1)C1=C(C=C(C(=C1)Cl)O)O 5-(5-Chloro-2,4-dihydroxy-phenyl)-4-(4-morpholin-4-ylmethyl-phenyl)-isoxazole-3-carboxylic Acid Ethylamide